N-(1-(3-methoxyphenyl)-1,2,3,4-tetrahydroquinolin-3-yl)acrylamide COC=1C=C(C=CC1)N1CC(CC2=CC=CC=C12)NC(C=C)=O